FC1=C(C=CC(=C1)F)CN(C(=O)NCC1=CC=C(C=C1)OC(C)C)C1CCN(CCC1)C 1-[(2,4-difluorophenyl)methyl]-1-(1-methylazepan-4-yl)-3-{[4-(propan-2-yloxy)phenyl]methyl}urea